1,3-dimethoxy-1,3-dibromopropane COC(CC(Br)OC)Br